(5S,8R,9R)-N-(3,4-dichlorophenyl)-9-fluoro-6,7,8,9-tetrahydro-5H-5,8-epiminocyclohepta[d]-pyrimidine-10-carboxamide ClC=1C=C(C=CC1Cl)NC(=O)N1[C@H]2CC[C@@H]1[C@H](C=1N=CN=CC12)F